N1=C(N=CC=C1)CS(=O)(=O)[O-] pyrimidinemethanesulfonate